C1(=CC=CC=C1)C(CC)O 1-phenylpropanol